C(C1=CC=CC=C1)N1[C@H](CC(C[C@H]1C)N1N=CC(=C1)[N+](=O)[O-])C (2S,4s,6R)-1-benzyl-2,6-dimethyl-4-(4-nitro-1H-pyrazol-1-yl)piperidine